ClC1=C2C=CNC2=CC(=C1)NC1=NC2=C(N1)C=CC(=C2)C=2C=NC(=CC2)N2CCCC2 N-(4-chloro-1H-indol-6-yl)-5-(6-(pyrrolidin-1-yl)pyridin-3-yl)-1H-benzo[d]imidazol-2-amine